C1=C(C=CC2=CC3=CC=CC=C3C=C12)/C=C/C1=CC=C(C=C1)C1=CC=C(C=C1)\C=C\C1=CC2=CC3=CC=CC=C3C=C2C=C1 4,4'-bis((E)-2-(anthracene-2-yl)vinyl)-1,1'-biphenyl